2,2-bis(3-(4-aminobenzoylamino)-4-hydroxyphenyl)hexafluoropropane NC1=CC=C(C(=O)NC=2C=C(C=CC2O)C(C(F)(F)F)(C(F)(F)F)C2=CC(=C(C=C2)O)NC(C2=CC=C(C=C2)N)=O)C=C1